methyl 2,2-dimethyl-6-heptenoate CC(C(=O)OC)(CCCC=C)C